CN(C1=CC=C(C=C1)N1C(N(C2=NC=CC=C21)[C@@H]2CN(CC2)CC=2N(C(=CN2)C(=O)OC(C)(C)C)C)=O)C tert-Butyl (S)-2-((3-(1-(4-(dimethylamino)phenyl)-2-oxo-1,2-dihydro-3H-imidazo[4,5-b]pyridin-3-yl)pyrrolidin-1-yl)methyl)-1-methyl-1H-imidazole-5-carboxylate